3-methyl-pentan-2-one CC(C(C)=O)CC